4-(5-(4-fluorophenyl)-3-formyl-1H-pyrazol-1-yl)benzenesulfonamide FC1=CC=C(C=C1)C1=CC(=NN1C1=CC=C(C=C1)S(=O)(=O)N)C=O